N-(3-(5-bromo-1-(2,6-dichlorobenzoyl)-1H-pyrrolo[2,3-b]pyridine-3-carbonyl)-2,6-difluorophenyl)propane-1-sulfonamide BrC=1C=C2C(=NC1)N(C=C2C(=O)C=2C(=C(C(=CC2)F)NS(=O)(=O)CCC)F)C(C2=C(C=CC=C2Cl)Cl)=O